C[C@H]1[C@@H]2CC[C@]([C@@H]3[C@H]4[C@H]5C=C([C@@]6([C@H]4C(=C3[C@H]2OC1=O)C)[C@@H]5[C@@](CC[C@@H]7[C@@H]6OC(=O)[C@H]7C)(C)O)C)(C)O The molecule is a dimeric sesquiterpene lactone that is produced by the plant Artemisia absinthium (Wormwood). The bitter tasting constituent of Absinthe. It has a role as a plant metabolite and an anti-inflammatory agent. It is a sesquiterpene lactone, a triterpenoid and an organic heteroheptacyclic compound.